C(C)OC(=O)[C@]12CCC(N2C[C@H](C1)OC(F)(F)F)=O.CN1N=CC(=C1C)C=1C=NN(C1)C=1C=C(C(=O)NC2=NC=CC(=C2)C(F)(F)F)C=CC1C 3-[4-(1,5-dimethylpyrazol-4-yl)pyrazol-1-yl]-4-methyl-N-[4-(trifluoromethyl)-2-pyridinyl]benzamide (2S,7aS)-ethyl-5-oxo-2-(trifluoromethoxy)hexahydro-1H-pyrrolizine-7a-carboxylate